NC1=NC=NN2C1=C(C=C2C2(COCC2)O)C2=CC(=C(C=C2)NC(OC(C)(C)C)=O)OC tert-Butyl (4-(4-amino-7-(3-hydroxytetrahydrofuran-3-yl)pyrrolo[2,1-f][1,2,4]triazin-5-yl)-2-methoxyphenyl)carbamate